N1=CC(=CC=C1NC(C(CC)C=1N=C(SC1)NS(=O)(=O)C1CC1)=O)C=1C=NC=CC1 N-([3,3'-bipyridyl]-6-yl)-2-(2-(cyclopropanesulfonylamino)thiazol-4-yl)butanamide